3-butyl-2-thiazolidinethione C(CCC)N1C(SCC1)=S